C(=O)(O)C1=C2C=CC=CC2=C(C=C1)C(=O)O 5,8-dicarboxyl-naphthalene